Phenylethylideneacetone potassium [K].C1(=CC=CC=C1)CC=CC(C)=O